FC=1C=C2C(=C(C(OC2=C(C1O)F)=O)CC(=O)O)C 6,8-difluoro-7-hydroxy-4-methylcoumarin-3-acetic acid